3,5-diisopropyl-p-hydroxybenzoic acid C(C)(C)C=1C=C(C(=O)O)C=C(C1O)C(C)C